2-(1-methyl-1H-pyrazol-4-yl)morpholin hydrochloride Cl.CN1N=CC(=C1)C1CNCCO1